ClC=1C=CC(=NC1)[C@H](C)C1(CCNCC1)O 4-[(1S)-1-(5-chloro-2-pyridinyl)ethyl]piperidin-4-ol